C(CCC)C1=CC=C(C[C@H](N)C(=O)O)C=C1 4-butyl-L-phenylalanine